ClC=1C=C(C=NC1)N([C@@H](C)C1=CC=C(S1)C(=O)N[C@H](C(=O)NC1CC1)CC1CCCC1)C (2S)-2-({5-[(1S)-1-[(5-chloropyridin-3-yl)(methyl)amino]ethyl]thiophen-2-yl}formamido)-3-cyclopentyl-N-cyclopropylpropanamide